C([C@@H](C)C1=C(C=CC(=C1)C)S(=O)(=O)[O-])C1=C(C=CC(=C1)C)S(=O)(=O)[O-] (2R)-propane-1,2-diylbis(4-methylbenzene-1-sulfonate)